C(C)(=O)[O-].FC(C=1C=C(C[NH-])C=CC1)(F)F N-(3-trifluoromethylbenzyl)amide acetate